(2S)-N,N-dimethyl-1-[(6Z,9Z,12Z)-octadeca-6,9,12-trien-1-yloxy]-3-(Octyloxy)propan-2-amine CN([C@H](COCCCCC\C=C/C\C=C/C\C=C/CCCCC)COCCCCCCCC)C